CC(C)N=C(N)/N=C(\\N)/NC1=CC=C(C=C1)Cl The molecule is a biguanide compound which has isopropyl and p-chlorophenyl substituents on the terminal N atoms. A prophylactic antimalarial drug, it works by inhibiting the enzyme dihydrofolate reductase, which is involved in the reproduction of the malaria parasites Plasmodium falciparum and P. vivax within the red blood cells. It has a role as an antimalarial, an antiprotozoal drug and an EC 1.5.1.3 (dihydrofolate reductase) inhibitor. It is a member of biguanides and a member of monochlorobenzenes.